2-ethyl-1,2,3,4-tetrahydroquinazoline C(C)C1NC2=CC=CC=C2CN1